CC=1NC(=C(C1C(=O)O)C)C(C(N[C@H](C(F)(F)F)C)=O)=O (S)-2,4-dimethyl-5-(2-oxo-2-((1,1,1-trifluoropropan-2-yl)amino)acetyl)-1H-pyrrole-3-carboxylic acid